5-((1-(3-(difluoromethyl)-2-fluorophenyl)ethyl)amino)-8-hydroxy-1,7-dimethyl-1,6-Naphthyridin-2(1H)-one FC(C=1C(=C(C=CC1)C(C)NC1=C2C=CC(N(C2=C(C(=N1)C)O)C)=O)F)F